7-{5-[(3AR,6AS)-3A,6A-BIS(PROPAN-2-YL)-TETRAHYDRO-2H-FURO[3,4-D][1,3,2]DIOXABOROL-2-YL]-4-METHOXY-2-(1H-PYRAZOL-1-YL)PHENYL}CINNOLIN-4-AMINE CC(C)[C@@]12[C@@](OB(O1)C=1C(=CC(=C(C1)C1=CC=C3C(=CN=NC3=C1)N)N1N=CC=C1)OC)(COC2)C(C)C